C1(CC1)C1=NN(C=C1C(F)(F)F)CC1CC(C1)C(F)F 3-cyclopropyl-1-((3-(difluoromethyl)cyclobutyl)methyl)-4-(trifluoromethyl)-pyrazole